ClC1=NC=C(C(=N1)N1N(C2=CC=CC=C2C1=O)C)F (2-chloro-5-fluoropyrimidin-4-yl)-1-methyl-1,2-dihydro-3H-indazol-3-one